C(C)(C)C1=C(C=C(O)C(=C1)C(C)C)O 4,6-Diisopropylresorcinol